tert-Butyl (4-(5-chloro-3-((S)-3-(4-methylpiperazin-1-yl)pyrrolidin-1-yl)-7,9-dihydrofuro[3,4-f]quinazolin-6-yl)-3-cyano-7-fluorothieno[3,2-c]pyridin-2-yl)carbamate ClC1=C(C2=C(C=3C=NC(=NC13)N1C[C@H](CC1)N1CCN(CC1)C)COC2)C2=NC=C(C1=C2C(=C(S1)NC(OC(C)(C)C)=O)C#N)F